O[C@@H]1C[C@H](N(C1)C(=O)[C@@H](NC(CCOCCOCCOCCOCCOCCOCCC(=O)OC(C)(C)C)=O)C(C)(C)C)C(NCC1=CC=C(C=C1)C1=C(N=CS1)C)=O tert-butyl (S)-24-((2S,4R)-4-hydroxy-2-((4-(4-methylthiazol-5-yl)benzyl)carbamoyl)pyrrolidine-1-carbonyl)-25,25-dimethyl-22-oxo-4,7,10,13,16,19-hexaoxa-23-azahexacosanoate